Cl.CS[C@H]1CNCC1 (3R)-3-(methylsulfanyl)pyrrolidine hydrochloride